FC=1C=C2C(=NNC2=CC1OCCOC)C1=NOC(=C1)C1=CC=C(C=C1)C(=O)N1CC(C1)N1CCOCC1 (4-{3-[5-Fluoro-6-(2-methoxyethoxy)-1H-indazol-3-yl]-isoxazol-5-yl}-phenyl)-(3-morpholin-4-yl-azetidin-1-yl)-methanon